3-(1-oxo-6-phenyl-isoindolin-2-yl)piperidine-2,6-dione O=C1N(CC2=CC=C(C=C12)C1=CC=CC=C1)C1C(NC(CC1)=O)=O